neopentyl glycol hydroxypivalate diacrylate C(C=C)(=O)O.C(C=C)(=O)O.OCC(C(=O)O)(C)C.OCC(C)(CO)C